(6-fluoro-5-(1-fluorocyclopropyl)-1-(tetrahydro-2H-pyran-2-yl)-1H-indazol-4-yl)boronic acid FC1=C(C(=C2C=NN(C2=C1)C1OCCCC1)B(O)O)C1(CC1)F